FC(C1=CC=C(C=C1)P(=O)(C1=CC=C(C=C1)C(F)(F)F)CCCCC(=O)C1=CC=CC=C1)(F)F 5-(bis(4-(trifluoromethyl)phenyl)phosphoryl)-1-phenylpentan-1-one